2-[(2,8-dimethyl-3,4-dihydro-1H-isoquinolin-6-yl)amino]-4-[[6-(2-oxopyrrolidin-1-yl)-2-pyridyl]amino]pyrimidine-5-carbonitrile CN1CC2=C(C=C(C=C2CC1)NC1=NC=C(C(=N1)NC1=NC(=CC=C1)N1C(CCC1)=O)C#N)C